C[C@@H]([C@@H](CC(=O)C(=O)[O-])O)O The molecule is a carbohydrate acid anion arising from deprotonation of the carboxy group of 2-dehydro-3-deoxy-L-rhamnonic acid; major species at pH 7.3. It is a conjugate base of a 2-dehydro-3-deoxy-L-rhamnonic acid.